N,N-dimethyl-1-octylamine CN(C)CCCCCCCC